5-fluoro-2-(4-pyridinyl)-4-tetrahydropyran-4-yl-1H-pyrimidin-6-one FC1=C(N=C(NC1=O)C1=CC=NC=C1)C1CCOCC1